4-CHLORO-N-(1-METHYL-3-OXOPROPYL)BENZAMIDE ClC1=CC=C(C(=O)NC(CC=O)C)C=C1